3-(4-(2-(4-(2-acetoxy-3-chloropropoxy)-3,5-dibromophenyl)propan-2-yl)phenoxy)propane-1,2-diyl diacetate C(C)(=O)OCC(COC1=CC=C(C=C1)C(C)(C)C1=CC(=C(C(=C1)Br)OCC(CCl)OC(C)=O)Br)OC(C)=O